N-((7R)-2-cyano-2-azabicyclo[2.2.1]heptan-7-yl)-4-(3-(phenylamino)pyridin-4-yl)benzamide C(#N)N1C2CCC(C1)[C@H]2NC(C2=CC=C(C=C2)C2=C(C=NC=C2)NC2=CC=CC=C2)=O